C(O)(O)=O.N[C@@H](CCCCN)C(=O)O L-lysine carbonate